(5aR,6aS,10aS)-11-Acetoxy-9-carbamoyl-4-(dimethylamino)-8,10a-dihydroxy-10,12-dioxo-5,5a,6,6a,7,10a-hexahydro-1-naphthacenyl acetate C(C)(=O)OC1=CC=C(C=2C[C@H]3C[C@H]4CC(=C(C([C@]4(C(=C3C(C12)=O)OC(C)=O)O)=O)C(N)=O)O)N(C)C